thiosulfite silver [Ag+].S(=S)([O-])[O-].[Ag+]